2-ethyl-hexaneperoxoic acid C(C)C(C(=O)OO)CCCC